methyl 2-((1-methyl-4-oxo-2-(trifluoromethyl)-1,4-dihydroquinolin-7-yl) amino)-1-((2-(trimethylsilyl) ethoxy) methyl)-1H-imidazole-4-carboxylate CN1C(=CC(C2=CC=C(C=C12)NC=1N(C=C(N1)C(=O)OC)COCC[Si](C)(C)C)=O)C(F)(F)F